2-(4-chloro-3-fluorophenoxy)-N-{3-[5-(2-fluorophenoxy)-1,3,4-oxadiazol-2-yl]bicyclo[1.1.1]pentan-1-yl}acetamide (Z)-12-pentadecenyl-acetate C(CCCCCCCCCC\C=C/CC)CC(=O)O.ClC1=C(C=C(OCC(=O)NC23CC(C2)(C3)C=3OC(=NN3)OC3=C(C=CC=C3)F)C=C1)F